C(CCCCCCC\C=C/C\C=C/CCCCC)(=O)OCCCCC(OC(NCCNCCN(C)C)=O)CCCCOC(CCCCCCC\C=C/C\C=C/CCCCC)=O 5-(4-{[(10Z,12Z)-1-oxooctadeca-9,12-dienyl] oxy} butyl)-14-methyl-7-oxo-6-oxa-8,11,14-triazapentadec-1-yl (10Z,12Z)-octadeca-9,12-dienoate